5-chloro-N4-cyclopentyl-N2-(1-hydroxy-3,3-dimethyl-2,1-benzoxaborol-5-yl)pyrimidine-2,4-diamine ClC=1C(=NC(=NC1)NC=1C=CC2=C(C(OB2O)(C)C)C1)NC1CCCC1